2-(but-1-yn-1-yl-d5)-5-fluoropyridine C(#CC(C([2H])([2H])[2H])([2H])[2H])C1=NC=C(C=C1)F